N-(cis-3-((5-(1-(2,2-difluoroethyl)-2-methyl-1H-benzo[d]imidazol-6-yl)pyrrolo[2,1-f][1,2,4]triazin-2-yl)amino)-1-methylcyclobutyl)acetamide FC(CN1C(=NC2=C1C=C(C=C2)C=2C=CN1N=C(N=CC12)NC1CC(C1)(C)NC(C)=O)C)F